P(=O)(OCOC1=CC(=C(C(=C1)C)OC1=NNC(C(=C1)C(C)C)=O)C)(OCC)OCC ((3,5-dimethyl-4-((5-isopropyl-6-oxo-1,6-dihydropyridazin-3-yl) oxy) phenoxy) methyl) diethyl phosphate